FC(N1N=C2C=CC(=CC2=C1)N)F 2-(difluoromethyl)-2H-indazol-5-amine